2-amino-N-((1-methyl-1H-pyrazole-4-yl)methyl)thiophene-3-carboxamide NC=1SC=CC1C(=O)NCC=1C=NN(C1)C